FC1(CCN(CC1)C1CCC2=C(CC1)C=C(C=C2)NC2=NNC(=N2)N)F N3-(7-(4,4-difluoropiperidin-1-yl)-6,7,8,9-tetrahydro-5H-benzo[7]annulene-2-yl)-1H-1,2,4-triazole-3,5-diamine